1-(6,7-dihydro-5H-benzo[6,7]cyclohepta[1,2-c]pyridazin-3-yl)-N5-(4-(4-pyrrolidin-1-ylpiperidinyl)phenyl)-1H-1,2,4-triazole-3,5-diamine N1=NC(=CC2=C1C1=C(CCC2)C=CC=C1)N1N=C(N=C1NC1=CC=C(C=C1)N1CCC(CC1)N1CCCC1)N